ClC1=CC=C(C=C1)C=1C=C(C=CC1)[C@@H](C)NC(C1=C(C=CC(=C1)N1CCN(CC1)C)C)=O N-[(1R)-1-[3-(4-Chlorophenyl)phenyl]ethyl]-2-methyl-5-(4-methylpiperazin-1-yl)benzamide